racemic-1-(3-(aminomethyl)phenyl)-N-(5-((cyclopropylmethoxy)(pyridin-3-yl)methyl)-2-fluorophenyl)-3-(trifluoromethyl)-1H-pyrazole-5-carboxamide NCC=1C=C(C=CC1)N1N=C(C=C1C(=O)NC1=C(C=CC(=C1)[C@H](C=1C=NC=CC1)OCC1CC1)F)C(F)(F)F |r|